SCC(=O)NC=1C=NC(=NC1)N(CCN1CCN(CC1)C)CC1=CC=C(C=C1)OC mercapto-N-(2-((4-methoxybenzyl)(2-(4-methylpiperazin-1-yl)ethyl)amino)pyrimidin-5-yl)acetamide